silabenzoxazine O1N[SiH]=CC2=C1C=CC=C2